C(=O)(O)CN(C(CN1CCN(CCN(CCN(CC1)CC(=O)[O-])CC(=O)[O-])CC(=O)[O-])=O)C(C)C.[Gd+3] gadolinium 2,2',2''-(10-{2-[(carboxymethyl)(iso-propyl)amino]-2-oxoethyl}-1,4,7,10-tetraazacyclododecane-1,4,7-triyl)triacetate